C(C=C)N1SC2=C(C3=C1C=CC=C3)N=C(N=C2)NC2=CC=C(C=C2)C=2NC3=C(C=NC=C3)N2 6-allyl-N-[4-(1H-imidazo[4,5-c]pyridin-2-yl)phenyl]-6H-pyrimido[5,4-c][2,1]benzothiazin-2-amine